NC1=CC=C2CN(C(C2=C1)=O)[C@@H]1C[C@@H](CCC1)NC1=NC=C(C(=N1)N1CCOCC1)C#N 2-(((1R,3S)-3-(6-amino-1-oxoisoindolin-2-yl)cyclohexyl)amino)-4-morpholinopyrimidine-5-carbonitrile